[1-(2-cyanophenyl)-1-phenylpropan-2-yl]-5-methoxy-1-methyl-6-oxopyrimidine-4-carboxylic acid ethyl ester C(C)OC(=O)C=1N=C(N(C(C1OC)=O)C)C(C(C1=CC=CC=C1)C1=C(C=CC=C1)C#N)C